NC=1C=C(CN(C2=CC=NC=3N2N=CC3C3CC3)C(=O)OC(C)(C)C)C=CC1 7-((3-aminobenzyl)(tert-butoxycarbonyl)amino)-3-cyclopropylpyrazolo[1,5-a]pyrimidine